tert-butyl 2-methyl-5-[6-methyl-5-[[4-methyl-6-(methylamino) pyrimidin-2-yl]amino]-2,3-dihydrobenzofuran-7-yl]-2,3,4,7-tetrahydroazepine-1-carboxylate CC1N(CC=C(CC1)C1=C(C(=CC=2CCOC21)NC2=NC(=CC(=N2)C)NC)C)C(=O)OC(C)(C)C